(1R,2S)-5'-methoxy-2-(3-{[3-methoxy-6-(propan-2-yl)pyridazin-4-yl]amino}-1H-indazol-6-yl)spiro[cyclopropane-1,3'-indol]-2'(1'H)-one COC=1C=C2[C@]3(C(NC2=CC1)=O)[C@@H](C3)C3=CC=C1C(=NNC1=C3)NC3=C(N=NC(=C3)C(C)C)OC